P(=O)([O-])([O-])O.[NH4+].[K+] monopotassium ammonium phosphate